C(C1=CC=CC=C1)N1CC=2C=CC=C(C2C1)C(=O)N[C@H]1C[C@H](CCC1)NC1=CC(=NC2=CC=CC=C12)C(F)(F)F 2-benzyl-N-[(1R,3S)-3-{[2-(trifluoromethyl)quinolin-4-yl]amino}cyclohexyl]-2,3-dihydro-1H-isoindole-4-carboxamide